C(CCCCC)OC([C@H](O)C)=O R-(-)-lactic acid hexyl ester